methyl (S)-2-((2-(2,6-difluoro-4-(methylcarbamoyl)phenyl)-7-methoxyimidazo[1,2-a]pyridin-3-yl)methyl)morpholine-4-carboxylate FC1=C(C(=CC(=C1)C(NC)=O)F)C=1N=C2N(C=CC(=C2)OC)C1C[C@H]1CN(CCO1)C(=O)OC